C(C1=CC=CC=C1)N1C(C=2C=C(C(=NC2C=C1)C)C(=O)NCC1=CN=C(O1)C)=O 6-benzyl-2-methyl-N-((2-methyloxazol-5-yl)methyl)-5-oxo-5,6-dihydro-1,6-naphthyridine-3-carboxamide